C1=C(C=CC2=CC=CC=C12)C(=O)N[C@@H](C(=O)N1[C@@H](C[C@@H](C1)N1N=NC(=C1)C(C)(C)O)C(=O)NC(CCCCNC(OCC1=CC=CC=C1)=O)C(C(=O)N)O)CC1CCCCC1 benzyl (5-((2S,4S)-1-((R)-2-(2-naphthamido)-3-cyclohexylpropanoyl)-4-(4-(2-hydroxypropan-2-yl)-1H-1,2,3-triazol-1-yl)pyrrolidine-2-carboxamido)-7-amino-6-hydroxy-7-oxoheptyl)carbamate